CC1(CC(=C(CC1)CN1CCN(CC1)C1=CC=C(C(=O)N)C=C1)C=1SC=C(C1)CN1CCOCC1)C 4-(4-((4,4-dimethyl-2-(4-(morpholinomethyl)thiophen-2-yl)cyclohex-1-en-1-yl)methyl)piperazin-1-yl)benzamide